6-(5-{[(2-cyanophenyl)methyl]carbamoyl}-6-methoxypyridin-3-yl)-N-methyl-1H-indazole-3-carboxamide C(#N)C1=C(C=CC=C1)CNC(=O)C=1C=C(C=NC1OC)C1=CC=C2C(=NNC2=C1)C(=O)NC